N-(5-((2-(2-azabicyclo[2.2.2]octan-2-yl)ethyl)carbamoyl)-2-methylpyridin-3-yl)-2-(2-morpholinopyridin-4-yl)pyrazolo[5,1-b]thiazole-7-carboxamide C12N(CC(CC1)CC2)CCNC(=O)C=2C=C(C(=NC2)C)NC(=O)C=2C=NN1C2SC(=C1)C1=CC(=NC=C1)N1CCOCC1